Acetoxymethyl 5-chloro-2-((pyrazolo[1,5-a]pyrimidine-3-carboxamido)methyl)benzofuran-7-carboxylate ClC=1C=C(C2=C(C=C(O2)CNC(=O)C=2C=NN3C2N=CC=C3)C1)C(=O)OCOC(C)=O